N-[(9H-fluoren-9-ylmethoxy)carbonyl]-L-valyl-N-{3-[{(1R)-1-[1-benzyl-4-(2,5-difluorophenyl)-1H-pyrrol-2-yl]-2,2-dimethylpropyl}(glycoloyl)amino]propyl}-L-alaninamide C1=CC=CC=2C3=CC=CC=C3C(C12)COC(=O)N[C@@H](C(C)C)C(=O)N[C@@H](C)C(=O)NCCCN(C(CO)=O)[C@H](C(C)(C)C)C=1N(C=C(C1)C1=C(C=CC(=C1)F)F)CC1=CC=CC=C1